P(OC1=C(C=C(C=C1)C(C)(C)C)C(C)(C)C)(OC1=C(C=C(C=C1)C(C)(C)C)C(C)(C)C)OC1=C(C=C(C=C1)C(C)(C)C)C(C)(C)C tri(2,4-di-tert-butyl phenyl) phosphite